(1R,3S,5R)-2-(2-(3-acetyl-5-(2-carbamoylpyrimidin-5-yl)-7-methyl-1H-indazol-1-yl)acetyl)-N-(6-bromo-3-methylpyridin-2-yl)-5-methyl-2-azabicyclo[3.1.0]hexane-3-carboxamide C(C)(=O)C1=NN(C2=C(C=C(C=C12)C=1C=NC(=NC1)C(N)=O)C)CC(=O)N1[C@@H]2C[C@@]2(C[C@H]1C(=O)NC1=NC(=CC=C1C)Br)C